1-(2-Hydroxyethyl)-3-(24-Tetradecyloctatriacontan-19-yl)-1H-Imidazol-3-ium Chlorid [Cl-].OCCN1C=[N+](C=C1)C(CCCCCCCCCCCCCCCCCC)CCCCC(CCCCCCCCCCCCCC)CCCCCCCCCCCCCC